C(\C=C\C(=O)[O-])(=O)OC E-methyl fumarate